FC(S(=O)(=O)N(S(=O)(=O)C(F)(F)F)[Ca])(F)F bis((trifluoromethyl)sulfonyl)aminocalcium